ClCCCC(=O)OC methyl 4-chlorobutyrate